COCCN1N=CC(=C1)NC=1C=2N(C=CN1)C(=CN2)C#CC2=C(C=CC(=C2)C)C2(CC(C(=O)N)=CC=C2)C(F)(F)F 3-(((8-((1-(2-methoxyethyl)-1H-pyrazol-4-yl)amino)imidazo[1,2-a]pyrazin-3-yl)ethynyl)-4-methylphenyl)-3-(trifluoromethyl)benzamide